1-{2-[2,6-dioxopiperidin-3-yl]-1,3-dioxoisoindol-5-yl}piperidine-4-carboxylic acid O=C1NC(CCC1N1C(C2=CC=C(C=C2C1=O)N1CCC(CC1)C(=O)O)=O)=O